COC1=C(C=C2C(=NC=NC2=C1)OC1=CC=C(N)C=C1)[N+](=O)[O-] 4-((7-methoxy-6-nitroquinazolin-4-yl)oxy)aniline